C(C)(C)(C)C1CCC(CC1)OC(=O)C1C2C3C4C=CC(C3C(C1)C2)C4 8-(4'-t-butylcyclohexyloxy)carbonyltetracyclo[4.4.0.12,5.17,10]dodec-3-ene